(S)-N-(1-(3-(3-fluorophenyl)-1,2,4-oxadiazol-5-yl)ethyl)-1-methyl-3-phenyl-1H-1,2,4-triazole-5-carboxamide FC=1C=C(C=CC1)C1=NOC(=N1)[C@H](C)NC(=O)C1=NC(=NN1C)C1=CC=CC=C1